CC1OCC1N1C(=CC2=C1N=C(N=C2)SC)C(=O)O 7-(2-methyloxetan-3-yl)-2-(methylthio)-7H-pyrrolo[2,3-d]pyrimidine-6-carboxylic acid